palladium (II) bis(triphenylphosphane) dichloride [Cl-].[Cl-].C1(=CC=CC=C1)P(C1=CC=CC=C1)C1=CC=CC=C1.C1(=CC=CC=C1)P(C1=CC=CC=C1)C1=CC=CC=C1.[Pd+2]